Cl.Cl.ClC=1C=C(C=CC1Cl)C=1N=C(SC1C1=CC=NC=C1)N 4-(3,4-dichlorophenyl)-5-(4-pyridinyl)-2-thiazolamine dihydrochloride